1-cyano-N-(4,6-diamino-2-(1-(2,6-difluorobenzyl)-1H-pyrazolo[3,4-c]pyridazin-3-yl)pyrimidin-5-yl)cyclopropane-1-carboxamide C(#N)C1(CC1)C(=O)NC=1C(=NC(=NC1N)C1=NN(C2=NN=CC=C21)CC2=C(C=CC=C2F)F)N